CC(CC=O)CC β-methylvaleraldehyde